nitrilotrimethylphosphonic acid N#CP(OC)(OC)=O